(-)-2-(2-ethoxy-3-pyridyl)-7-methyl-N-[(1-methyl-1,2,4-triazol-3-yl)methyl]-5-[1-methylpropyl]imidazo[1,5-b]pyridazin-4-amine C(C)OC1=NC=CC=C1C=1C=C(C=2N(N1)C(=NC2C(CC)C)C)NCC2=NN(C=N2)C